(R)-4-(1-(2-methoxyethyl)-1H-1,2,3-triazol-4-yl)-N-(3-methylthieno[3,2-c]pyridin-4-yl)-N-(piperidin-3-yl)benzamide COCCN1N=NC(=C1)C1=CC=C(C(=O)N([C@H]2CNCCC2)C2=NC=CC3=C2C(=CS3)C)C=C1